N(=[N+]=[N-])CC1CCC(CC1)SCC1=NC2=C(C=CC=C2C(N1)=O)C 2-(((4-(azidomethyl)cyclohexyl)thio)methyl)-8-methylquinazolin-4(3H)-one